C(C)(C)C1=CC=C(C=C1)C1=NC(=NC=2[C@]3([C@H](CCC12)[C@H](C(C(=C3)C#N)=O)C)C)C3=CC=NC1=CC=CC=C31 (6aR,7R,10aS)-4-(4-isopropylphenyl)-7,10a-dimethyl-8-oxo-2-(quinolin-4-yl)-5,6,6a,7,8,10a-hexahydrobenzo[h]quinazoline-9-carbonitrile